(1R,4R)-4-((4-(4-fluoropiperidin-1-yl)-6-((5-(5-phenyl-1,3,4-oxadiazole-2-yl)thiazol-2-yl)amino)pyrimidin-2-yl)amino)cyclohexan-1-ol FC1CCN(CC1)C1=NC(=NC(=C1)NC=1SC(=CN1)C=1OC(=NN1)C1=CC=CC=C1)NC1CCC(CC1)O